C1(=CC=CC=C1)S(=O)(=O)C=1NC2=CC(=C(C=C2C1)NC1=CC=C(C=C1)F)Cl (benzenesulfonyl)-6-chloro-N-(4-fluorophenyl)indol-5-amine